(methyl)(2,6-dimethylpyridine) palladium (II) hexafluoroantimonate F[Sb-](F)(F)(F)(F)F.[Pd+2].CC=1C(=NC(=CC1)C)C.F[Sb-](F)(F)(F)(F)F